[Cl-].FC(C1=CC=C2COCC3C[NH2+]CCC1=C32)(F)F 8-(Trifluoromethyl)-3,3a,4,5,6,7-hexahydro-1H-isochromeno[4,5-cd]azepin-5-ium chloride